C(#N)C1=CC(=C(C=C1)CN1C[C@@H](N(C[C@@H]1C)C1=CC(N(C=2C=CC(=NC12)C#N)C)=O)C)F |&1:14| 8-[(2S,SR)-4-[(4-cyano-2-fluorophenyl)methyl]-2,5-dimethylpiperazin-1-yl]-5-methyl-6-oxo-5,6-dihydro-1,5-naphthyridine-2-carbonitrile